C(#N)C1(COC1)COC1=C2C(=NC(=C1)C1=CNC3=CN=C(C=C31)NC(C)=O)C3(OCC2)COCC3 N-(3-(4'-((3-cyanooxetan-3-yl)methoxy)-4,5,5',6'-tetrahydro-2H-spiro[furan-3,8'-pyrano[3,4-b]pyridin]-2'-yl)-1H-pyrrolo[2,3-c]pyridin-5-yl)acetamide